C(CCCCC(=O)O)(=O)O.C(CCCC)(O)O pentanediol adipate